N-2-[(tert-butoxycarbonyl)amino]ethyl-Methacrylamide C(C)(C)(C)OC(=O)NCCNC(C(=C)C)=O